N-(methylsulfamoyl)pyridin-2-amine CNS(=O)(=O)NC1=NC=CC=C1